2-[3-Methoxy-5,5-dioxido-9-(trifluoromethyl)-6H-dibenzo[c,e][1,2]thiazin-6-yl]-N-(tetrahydro-2H-pyran-4-yl)acetamide COC1=CC2=C(C3=C(N(S2(=O)=O)CC(=O)NC2CCOCC2)C=CC(=C3)C(F)(F)F)C=C1